acetone-D6 [2H]C([2H])([2H])C(=O)C([2H])([2H])[2H]